O[C@@H]1C[C@@H](CCC1)NC(=O)C=1SC=2N=CC=C3N(C(NC1C23)=O)C2=CC=C(C=C2)OC2=CC=CC=C2 N-((1R,3S)-3-Hydroxycyclohexyl)-4-oxo-5-(4-phenoxyphenyl)-4,5-dihydro-3H-1-thia-3,5,8-triazaacenaphthylene-2-carboxamide